5,7,8-trihydroxy-6-methoxyflavone OC1=C2C(C=C(OC2=C(C(=C1OC)O)O)C1=CC=CC=C1)=O